1-(4-(4-AMINO-7-CYCLOPROPYL-7H-PYRROLO[2,3-D]PYRIMIDIN-5-YL)BENZOFURAN-7-YL)-3-(4-((1-ETHYLPIPERIDIN-4-YL)OXY)-3-(TRIFLUOROMETHYL)PHENYL)UREA NC=1C2=C(N=CN1)N(C=C2C2=CC=C(C1=C2C=CO1)NC(=O)NC1=CC(=C(C=C1)OC1CCN(CC1)CC)C(F)(F)F)C1CC1